OC[C@H](C1=CC=CC=C1)NC1=NC(=NC=C1C1=NC=NN1)NC=1C=C2CCN(C(C2=CC1)=O)C 6-[[4-[[(1S)-2-hydroxy-1-phenyl-ethyl]amino]-5-(1H-1,2,4-triazol-5-yl)pyrimidin-2-yl]amino]-2-methyl-3,4-dihydroisoquinolin-1-one